4-(t-butoxy)-4-oxobutanoic acid C(C)(C)(C)OC(CCC(=O)O)=O